Tert-butyl (1-(5-((6-(aminomethyl)-1H-indol-1-yl)methyl)thiophen-2-yl)-1-oxo-5,8,11-trioxa-2-azatridecan-13-yl)carbamate NCC1=CC=C2C=CN(C2=C1)CC1=CC=C(S1)C(NCCOCCOCCOCCNC(OC(C)(C)C)=O)=O